N-((1H-imidazol-4-yl)(4-methoxyphenyl)methyl)-4-methoxyaniline N1C=NC(=C1)C(NC1=CC=C(C=C1)OC)C1=CC=C(C=C1)OC